NC1(CCOCC1)C1=CC2=C(N=CN=C2N[C@H](C)C2=C(C(=CC=C2)C(F)F)F)N(C1=O)C 6-(4-aminooxan-4-yl)-4-{[(1R)-1-[3-(difluoromethyl)-2-fluorophenyl]ethyl]amino}-8-methyl-7H,8H-pyrido-[2,3-d]pyrimidin-7-one